(S)-4-(2-(4-(2-acetyl-5-chlorophenyl)-3-(2-methoxyethoxy)-6-oxopyridazin-1(6H)-yl)-3-phenylpropanamido)benzoic acid C(C)(=O)C1=C(C=C(C=C1)Cl)C=1C(=NN(C(C1)=O)[C@H](C(=O)NC1=CC=C(C(=O)O)C=C1)CC1=CC=CC=C1)OCCOC